C1(CC1)C1=C(N=NC=C1)O[C@@H]1C[C@@H](CC1)C1=CC(=NN1)NC(=O)C1=CC(=NN1C)COC |o1:10,12| rel-N-(5-((1R,3S)-3-((4-cyclopropylpyridazin-3-yl)oxy)cyclopentyl)-1H-pyrazol-3-yl)-3-(methoxymethyl)-1-methyl-1H-pyrazole-5-carboxamide